[(5-bicyclo[2.2.1]hept-2-enyl)ethyl]trimethoxysilane IRON [Fe].C12C=CC(C(C1)CC[Si](OC)(OC)OC)C2